benzyl 3-hydroxy-4,4-dimethoxypiperidine-1-carboxylate OC1CN(CCC1(OC)OC)C(=O)OCC1=CC=CC=C1